6,7-Dihydro-1,1,2,3,3-Pentamethyl-4(5H)-Indanone CC1(C(C(C=2C(CCCC12)=O)(C)C)C)C